NC1=C(C=CC(=N1)N1C[C@@H]2CC[C@H](CC1)N2C(=O)OC(C)(C)C)[N+](=O)[O-] tert-butyl (1S,6R)-3-(6-amino-5-nitropyridin-2-yl)-3,9-diazabicyclo[4.2.1]nonane-9-carboxylate